3-p-chlorophenoxy-1,2-propylene glycol ClC1=CC=C(OCC(CO)O)C=C1